C1(CC1)C=1C=NC(=NC1)N[C@H](C(=O)O)CCN(CCCCC1=NC=2NCCCC2C=C1)CCOC1=CC=C(C=C1)F (S)-2-((5-cyclopropylpyrimidin-2-yl)amino)-4-((2-(4-fluorophenoxy)ethyl)(4-(5,6,7,8-tetrahydro-1,8-naphthyridin-2-yl)butyl)amino)butanoic acid